1-(3-(5-amino-3-(3-fluoro-4-((4-(trifluoromethyl)pyridin-2-yl)oxy)phenyl)imidazo[1,5-c]pyrimidin-1-yl)pyrrolidin-1-yl)but-2-yn-1-one NC1=NC=CC=2N1C(=NC2C2CN(CC2)C(C#CC)=O)C2=CC(=C(C=C2)OC2=NC=CC(=C2)C(F)(F)F)F